C(C)OC1=CC(=NC2=C(C=C(C=C12)NC(=O)C1COC1)C)N1C=NC(=C1)C N-(4-ethoxy-8-methyl-2-(4-methyl-1H-imidazol-1-yl)quinolin-6-yl)oxetan-3-carboxamide